BrC1=CC=C(C=C1)C1=NC(=NC(=C1)C1=CC=CC=C1)C1=CC=CC=C1 (4-bromophenyl)-2,6-diphenylpyrimidine